N-(4-(4-amino-3-(6-(cyclohexyloxy)pyridin-3-yl)-7-oxo-6,7-dihydro-2H-pyrazolo[3,4-d]pyridazin-2-yl)phenyl)acrylamide NC=1C=2C(C(NN1)=O)=NN(C2C=2C=NC(=CC2)OC2CCCCC2)C2=CC=C(C=C2)NC(C=C)=O